N-[5-[(2-fluorophenyl)methyl]thiazol-2-yl]-4-methyl-1-methylsulfonyl-piperidine-4-carboxamide FC1=C(C=CC=C1)CC1=CN=C(S1)NC(=O)C1(CCN(CC1)S(=O)(=O)C)C